2-bromo-5-(isopentyloxy)benzoic acid BrC1=C(C(=O)O)C=C(C=C1)OCCC(C)C